1-methylpyrimidin CN1CN=CC=C1